NC1=NC2=CC=C(C=C2C(=N1)N)C=1N=NN(C1)C1=CC(=C(C=C1)OC)O 2,4-diamino-6-(1-(3-hydroxy-4-methoxyphenyl)-1H-1,2,3-triazol-4-yl)quinazoline